C1CCCC=2C3=CC=CC=C3NC12 1,2,3,9-tetrahydrocarbazole